ClC1=C(C=C2C(=NNC2=C1)C=1C=NC(=C(C1)F)N1CC2(C1)CN(C2)S(=O)(=O)C)O[C@H](C)C2=C(N=NC=C2Cl)Cl (R)-6-chloro-5-(1-(3,5-dichloropyridazin-4-yl)ethoxy)-3-(5-fluoro-6-(6-(methylsulfonyl)-2,6-diazaspiro[3.3]heptan-2-yl)pyridin-3-yl)-1H-indazole